[N].[N+](=O)([O-])C1=CC(=NC=C1)N1C(CCC1)NC(C1=CC=CC=C1)=O 4-nitro-2-(2-(benzamido)pyrrolidinyl)pyridine nitrogen